C(C)(C)(C)OC(C(C)(C)C1=CC=C(C=C1)NC1=C(N=NC(=C1)C1=C(C=CC=C1F)F)C(N)=O)=O 2-(4-((3-carbamoyl-6-(2,6-difluorophenyl)pyridazin-4-yl)amino)phenyl)-2-methylpropionic acid tert-butyl ester